(E)-3-(2-(pyridin-4-yl)vinyl)benzenethiol N1=CC=C(C=C1)/C=C/C=1C=C(C=CC1)S